3,3,4-tribromo-7-fluoro-5-methyl-indolin-2-one BrC1(C(NC2=C(C=C(C(=C12)Br)C)F)=O)Br